CNC1=C(C=CC=C1)C N,2-dimethylbenzeneAmine